C(C)C(C(=O)OC1CC2C(CC1)O2)=C 3,4-epoxycyclohexyl α-ethylacrylate